(E)-1-((3-iodo-1H-indol-6-yl)methylene)-1H-inden-2(3H)-one IC1=CNC2=CC(=CC=C12)\C=C/1\C(CC2=CC=CC=C12)=O